2-(2-(3-(1-ethyl-1H-indazole-3-carboxamido)-4-(piperidin-1-yl)benzamido)-5-fluorophenyl)acetic acid C(C)N1N=C(C2=CC=CC=C12)C(=O)NC=1C=C(C(=O)NC2=C(C=C(C=C2)F)CC(=O)O)C=CC1N1CCCCC1